5-bromo-2-(Tetrahydro-2H-pyran-4-yl)-2H-indazole BrC1=CC2=CN(N=C2C=C1)C1CCOCC1